F[C@H]1[C@H](C1)C(=O)NC1=NC=NC(=C1)C=1C(=NC=CC1)NC=1C=NC(=CC1C)C(CC)O (1R,2R)-2-fluoro-N-{6-[2-({6-[1-hydroxypropyl]-4-methylpyridin-3-yl}amino)pyridin-3-yl]pyrimidin-4-yl}cyclopropane-1-carboxamide